6,6',6''-{1,4,7-triazonane-1,4,7-triyltris[methylene(2-hydroxy-5-methyl-3,1-phenylene)methyleneazanediyl]}tris(hexane-1,2,3,4,5-pentol) N1(CCN(CCN(CC1)CC=1C(=C(C=C(C1)C)CNCC(C(C(C(CO)O)O)O)O)O)CC=1C(=C(C=C(C1)C)CNCC(C(C(C(CO)O)O)O)O)O)CC=1C(=C(C=C(C1)C)CNCC(C(C(C(CO)O)O)O)O)O